1-{(2S)-2-[({4-[3-(3-methoxyphenyl)-1H-pyrrolo[3,2-b]pyridin-2-yl]pyridin-3-yl}oxy)methyl]pyrrolidin-1-yl}prop-2-en-1-one COC=1C=C(C=CC1)C1=C(NC=2C1=NC=CC2)C2=C(C=NC=C2)OC[C@H]2N(CCC2)C(C=C)=O